ClC1=C(C(=O)N/N=C(\C)/C2=NC=CC=C2)C=CC(=C1)Cl (E)-2,4-dichloro-N'-(1-(pyridin-2-yl)ethylidene)benzohydrazide